3-(trifluoromethyl)-4-bromobenzonitrile FC(C=1C=C(C#N)C=CC1Br)(F)F